[4-(2,4-Dioxohexahydropyrimidin-1-yl)-5-fluoro-8-isoquinolinyl]Piperazine-1-carboxylic acid O=C1N(CCC(N1)=O)C1=CN=CC2=C(C=CC(=C12)F)C1N(CCNC1)C(=O)O